C([C@@H](O)CC(=O)O)(=O)O.COC=1C=C2C(=CC=NC2=CC1OC)OC1=CC=C(C=C1)NC(=O)C1(CC1)C(=O)NC1=CC=C(C=C1)F N-(4-(6,7-dimethoxyquinolin-4-yloxy)phenyl)-N'-(4-fluorophenyl)cycloPropane-1,1-dicarboxamide (S)-malate